heptatriaconta-6,9,28,31-tetraen-19-yl-4-(dimethylamino)butanoate CCCCCC=CCC=CCCCCCCCCC(CCCCCCCCC=CCC=CCCCCC)OC(CCCN(C)C)=O